(S)-N-(1-cyclobutyl-3,3-difluoropiperidin-4-yl)-4-methoxy-5-(quinoxalin-6-yl)pyrrolo[2,1-f][1,2,4]triazin-2-amine C1(CCC1)N1CC([C@H](CC1)NC1=NN2C(C(=N1)OC)=C(C=C2)C=2C=C1N=CC=NC1=CC2)(F)F